FC1=CC=C(C=N1)C=1C=CC(=C(C1)NC1=NC=NC2=CC(=C(C=C12)OC1CN(C1)C(C=C)=O)OC)OC 1-(3-((4-((5-(6-fluoropyridin-3-yl)-2-methoxyphenyl)amino)-7-methoxy-quinazolin-6-yl)oxy)azetidin-1-yl)prop-2-en-1-one